(R or S)-1-(1-(6-(4-(methoxymethyl)-2-azabicyclo[2.1.1]hexan-2-yl)-2-methylpyrimidin-4-yl)-1H-pyrazolo[4,3-c]pyridin-6-yl)spiro[2.2]pentane-1-carbonitrile COCC12CN(C(C1)C2)C2=CC(=NC(=N2)C)N2N=CC=1C=NC(=CC12)[C@]1(CC12CC2)C#N |o1:25|